3-(2-((1-t-butylcyclopentyl)oxycarbonyl)ethylthio)propyltrimethoxysilane C(C)(C)(C)C1(CCCC1)OC(=O)CCSCCC[Si](OC)(OC)OC